(E)-1-phenylnon-1-ene-3,5-dione C1(=CC=CC=C1)\C=C\C(CC(CCCC)=O)=O